4-(3-methylsulfonyl-4-nitro-pyrazol-1-yl)cyclohexanecarbaldehyde CS(=O)(=O)C1=NN(C=C1[N+](=O)[O-])C1CCC(CC1)C=O